C(C)OC(OCC)[SiH2]CCCN1C=NCC1 N-(3-(diethoxy)methylsilylpropyl)-4,5-dihydroimidazole